C(C1=CC=CC=C1)N1N=NC2=C1N=C(NC2N2C[C@H](CC2)O)C(C)(C)C (3S)-1-(3-benzyl-5-tert-butyl-6,7-dihydrotriazolo[4,5-d]pyrimidin-7-yl)pyrrolidin-3-ol